(1S,4R)-4-((hydroxymethyl)-2-oxa-5-azabicyclo[2.2.1]hept-5-yl)pyrimidine-5-carbonitrile OC[C@@]12OC[C@H](N(C1)C1=NC=NC=C1C#N)C2